N-ethylquinoline-2-carboxamide C(C)NC(=O)C1=NC2=CC=CC=C2C=C1